C(C1=CC=CC=C1)OC(=O)N1CC=2N=C(N=C(C2CC1)N1C[C@@H](N(CC1)C(=O)OC(C)(C)C)CC#N)S(=O)C 4-[(3S)-4-tert-butoxycarbonyl-3-(cyanomethyl)piperazin-1-yl]-2-methylsulfinyl-6,8-dihydro-5H-pyrido[3,4-d]pyrimidine-7-carboxylic acid benzyl ester